2-[2-[2-[2-(4-Nitroindol-1-yl)ethoxy]ethoxy]ethoxy]acetic acid [N+](=O)([O-])C1=C2C=CN(C2=CC=C1)CCOCCOCCOCC(=O)O